(1S,3aR,6aS)-2-(2-methyltetrahydrofuran-2-carbonyl)-N-((S)-3-oxo-1-((S)-2-oxopyrrolidin-3-yl)-4-(trifluoromethoxy)butan-2-yl)octahydrocyclopenta[c]pyrrole-1-carboxamide CC1(OCCC1)C(=O)N1[C@@H]([C@@H]2[C@H](C1)CCC2)C(=O)N[C@@H](C[C@H]2C(NCC2)=O)C(COC(F)(F)F)=O